P(=O)(OCC([N+](C)(C)C)CC)([O-])[O-] ethyl-2-(trimethylammonio)ethyl phosphate